ClC=1C=C(C=CC1)N1C(\C(\CC1=O)=C\C1=C(OCC2=NC=C(C(=O)OCC(F)(F)F)C=C2)C=CC=C1)=O 2,2,2-trifluoroethyl (E)-6-((2-((1-(3-chlorophenyl)-2,5-dioxopyrrolidin-3-ylidene)methyl)phenoxy)methyl)nicotinate